(S)-3-(4-(5-(dimethylamino)-3-methyl-2-oxo-2,3-dihydro-1H-benzo[d]imidazol-1-yl)phenyl)-2-(tritylamino)propionic acid methyl ester COC([C@H](CC1=CC=C(C=C1)N1C(N(C2=C1C=CC(=C2)N(C)C)C)=O)NC(C2=CC=CC=C2)(C2=CC=CC=C2)C2=CC=CC=C2)=O